methyl 6-(3,4-dichlorophenyl)-2-(3-fluorophenyl)-3-oxo-2,3,4,5-tetrahydropyridazine-4-carboxylate ClC=1C=C(C=CC1Cl)C=1CC(C(N(N1)C1=CC(=CC=C1)F)=O)C(=O)OC